5,6,7,8-Tetrahydro-chroman-2,4-dion O1C(CC(C=2CCCCC12)=O)=O